P(=O)(O)(O)O.P(=O)(O)(O)O.N1C(=O)N=C(N)C=C1 cytosine di-phosphate